BrC1=CC(=C(C(=C1)C)NC(CC(C)(C)C)=O)C N-(4-bromo-2,6-dimethyl-phenyl)-3,3-Dimethyl-butanamide